(6,6-dimethyl-4,5,6,7-tetrahydrobenzo[d]thiazol-2-yl)methyl (R)-((2-(2,6-dioxopiperidin-3-yl)-4-fluoro-3-oxoisoindolin-5-yl)methyl)carbamate O=C1NC(CC[C@H]1N1CC2=CC=C(C(=C2C1=O)F)CNC(OCC=1SC2=C(N1)CCC(C2)(C)C)=O)=O